C1(=CC=CC=C1)C(C(=O)OOC(F)(F)F)=CC1=CC=CC=C1 (trifluoromethoxy) phenylcinnamate